FC(C1=CC=CC(=N1)NC(=O)C=1C(=CC=2N(C1)C=C(N2)C21COC(C2)(C1)C)OC(C)C)F N-(6-(difluoromethyl)pyridin-2-yl)-7-isopropoxy-2-(1-methyl-2-oxabicyclo[2.1.1]hexan-4-yl)imidazo[1,2-a]pyridine-6-carboxamide